ClC1=CC(=C(C=C1)CN1C[C@@H]2[C@H]([C@@H]1C)CN(C2)C2=C(C(N(C1=CC=C(N=C21)Cl)C)=O)C#N)O 4-[(3aS,4S,6aS)-5-[(4-chloro-2-hydroxy-phenyl)methyl]-4-methyl-1,3,3a,4,6,6a-hexahydropyrrolo[3,4-c]pyrrol-2-yl]-6-chloro-1-methyl-2-oxo-1,5-naphthyridine-3-carbonitrile